ClC1=CC=C(OC2=CC(=C(C=C2)C(CN2N=CN=C2)(C)O)C(F)(F)F)C=C1 2-[4-(4-chlorophenoxy)-2-trifluoromethyl-phenyl]-1-[1,2,4]triazol-1-yl-propan-2-ol